O1CCN(CC1)C1=CC=C(C=C1)NC=1N=CC2=C(N1)C(=CN2)SC2=CC=C(C=C2)[N+](=O)[O-] N-(4-morpholinophenyl)-7-(4-nitrophenylthio)-5H-pyrrolo[3,2-d]pyrimidin-2-amine